(R)-1-methyl-1H-pyrazole CN1N=CC=C1